(S)-3-((6-cyano-8-(isopropylamino)pyrido[3,4-d]pyrimidin-2-yl)carbamoyl)piperidine-1-carboxylic acid tert-butyl ester C(C)(C)(C)OC(=O)N1C[C@H](CCC1)C(NC=1N=CC2=C(N1)C(=NC(=C2)C#N)NC(C)C)=O